O=C1NC(CCC1N1C(C2=CC=C(C=C2C1)NC(=O)C=1C=C2C(=NC1)N(C=C2C)C)=O)=O N-(2-(2,6-dioxopiperidin-3-yl)-1-oxoisoindolin-5-yl)-1,3-dimethyl-1H-pyrrolo[2,3-b]pyridine-5-carboxamide